[Ir+2].C(C1=CC=CC=C1)C1=C(C=CC=C1)P([O-])(=O)C1=CC=CC=C1.FC(C1=NNC(=C1)C1=NC=CC=C1)(F)F.FC(C1=NNC(=C1)C1=NC=CC=C1)(F)F.C(C1=CC=CC=C1)C1=C(C=CC=C1)P([O-])(=O)C1=CC=CC=C1 bis(3-trifluoromethyl-5-(2-pyridyl)pyrazole) (benzyl diphenylphosphinate) iridium (II)